Cl.C(O)(O)=O Carbonate hydrochloride